(3-{[(tert-butyldimethylsilyl)oxy]methyl}-4-methylpyridin-2-yl)methanol [Si](C)(C)(C(C)(C)C)OCC=1C(=NC=CC1C)CO